Indium chlorid [Cl-].[In+3].[Cl-].[Cl-]